C1(CC1)S(=O)(=O)NC1CNCCC1 3-(cyclopropanesulfonamido)piperidine